FC1=C2NC(C=3N(C2=CC=C1CN1CCN(CC1)C1=C(C=C(C=C1)C(NC)=O)Cl)N=CC3C)=O 6-fluoro-7-((4-(2-chloro-4-(methylcarbamoyl)phenyl)piperazin-1-yl)methyl)-3-methylpyrazolo[1,5-a]quinoxalin-4(5H)-one